C1(CCCCC1)NP(N)(N)=O cyclohexylphosphoric triamide